COC=1N=C2C(=CC=NC2=CC1OC)OC1=CC=C(C=C1)NC(=O)C1=NN(C(=C(C1=O)C1=CC=C(C=C1)F)C)C N-[4-[(6,7-Dimethoxy-1,5-naphthyridin-4-yl)oxy]phenyl]-5-(4-fluorophenyl)-1,6-dimethyl-4-oxopyridazine-3-carboxamide